C12(CC3CC(CC(C1)C3)C2)CN(C(=O)C=2N=NC(=CC2)N2CCN(CC2)CC2=CC(=C(C=C2)C=2C=NC=C(C2)O)F)C N-(1-Adamantylmethyl)-6-[4-[[3-fluoro-4-(5-hydroxypyridin-3-yl)phenyl]methyl]piperazin-1-yl]-N-methylpyridazine-3-carboxamide